4-[1-hydroxy-2-(3-methylthiophenylamino)ethyl]-1,3-dihydroimidazole-2-thione OC(CNC1=CC(=CC=C1)SC)C=1NC(NC1)=S